S1C=NC(=C1)CN1CCC(CC1)CC1=CC=2N(C=C1)N=CC2N2C(NC(CC2)=O)=O 1-(5-((1-(thiazol-4-ylmethyl)piperidin-4-yl)methyl)pyrazolo[1,5-a]pyridin-3-yl)dihydropyrimidine-2,4(1H,3H)-dione